3-(5-((R)-4-(difluoromethyl)-2-oxo-3-(p-tolyl)imidazolidin-1-yl)-1-oxoisoindolin-2-yl)piperidine-2,6-dione FC([C@@H]1N(C(N(C1)C=1C=C2CN(C(C2=CC1)=O)C1C(NC(CC1)=O)=O)=O)C1=CC=C(C=C1)C)F